Cl.CNC1CCN(CC1)C=1C=C2CN(C(C2=CC1)=O)C1C(NC(CC1)=O)=O 3-[5-[4-(Methylamino)-1-piperidyl]-1-oxo-isoindolin-2-yl]piperidine-2,6-dione hydrochloride